O.CC1=CC=C(C=C1)S(=O)(=O)O.C(C(=O)N)(=O)N ethanediamide p-toluenesulfonate monohydrate